3-(2-(1-methyl-1H-pyrazol-4-yl)furo[3,2-b]pyridin-7-yl)benzoic acid CN1N=CC(=C1)C1=CC2=NC=CC(=C2O1)C=1C=C(C(=O)O)C=CC1